4-methylpent-2-yl 2-glycolate C(CO)(=O)OC(C)CC(C)C